N-(cyclopropylmethyl)-2-(2-methyl-4-pyridinyl)-1-(2-trimethylsilylethoxymethyl)pyrrolo[3,2-c]pyridin-6-amine C1(CC1)CNC1=CC2=C(C=N1)C=C(N2COCC[Si](C)(C)C)C2=CC(=NC=C2)C